2-(4-bromo-3-chloro-2-((4-methoxybenzyl)oxy)phenyl)-1,3-dioxolane BrC1=C(C(=C(C=C1)C1OCCO1)OCC1=CC=C(C=C1)OC)Cl